FC1=C(SC=C1C1=CNC2=CC=CC=C12)C(CCC(=O)O)=O 4-(3-fluoro-4-(1H-indol-3-yl)thiophen-2-yl)-4-oxobutyric acid